4-benzyloxy-2-[5-chloro-4-(2-fluoro-2-methyl-propyl)-2-methyl-phenyl]-1,6-naphthyridine-5-carbonitrile C(C1=CC=CC=C1)OC1=CC(=NC=2C=CN=C(C12)C#N)C1=C(C=C(C(=C1)Cl)CC(C)(C)F)C